ClC1=CC=C(C=C1)N1C(=NN=C1SC)C1CCC(CC1)OC1=NC=CC=C1 2-((4-(4-(4-chlorophenyl)-5-(methylthio)-4H-1,2,4-triazol-3-yl)cyclohexyl)oxy)pyridine